FC(C=1C(=NON1)C(=O)N)(F)F 4-(trifluoromethyl)-1,2,5-oxadiazole-3-carboxamide